N-(2-(prop-1-en-2-yl)phenyl)benzamide C=C(C)C1=C(C=CC=C1)NC(C1=CC=CC=C1)=O